pentanoyl 2-ethylhexanoyl peroxide C(C)C(C(=O)OOC(CCCC)=O)CCCC